C(C)C=1C(N2[C@H]([C@H](CCC2=CC1)NS(=O)(=O)C)CC=1C=C(C=CC1)C1=CC(=CC=C1)F)=O |r| rac-N-{(3S,4S)-7-ethyl-4-[(3'-fluoro[1,1'-biphenyl]-3-yl)methyl]-6-oxo-1,3,4,6-tetrahydro-2H-quinolizin-3-yl}methanesulfonamide